(S)-3-hydroxy-8-((tetrahydrofuran-3-yl)oxy)-6H-benzo[c]Chromen-6-one OC1=CC=C2C3=C(C(OC2=C1)=O)C=C(C=C3)O[C@@H]3COCC3